C(C)C1(OCCO1)C=C 2-ethyl-2-vinyl-1,3-dioxolane